CN1CC=2N(CC1)N=CC2C=2C=C1C(=NC2)NC=C1C=1C=C2N(CCNC2=O)C1 7-(5-(5-methyl-4,5,6,7-tetrahydropyrazolo[1,5-a]pyrazin-3-yl)-1H-pyrrolo[2,3-b]pyridin-3-yl)-3,4-dihydropyrrolo[1,2-a]pyrazin-1(2H)-one